6-(dimethylamino)pyridine-3-boronic acid pinacol ester CN(C1=CC=C(C=N1)B1OC(C)(C)C(C)(C)O1)C